3-(4-fluorobenzyl)-4-methyl-1-tosyl-1H-pyrrole FC1=CC=C(CC2=CN(C=C2C)S(=O)(=O)C2=CC=C(C)C=C2)C=C1